COC(C1=C(C(=CC(=C1)Br)I)N)=O.ClCC(=O)NC1(C(CCCC1)=O)C1=C(C=CC=C1)C 2-chloro-N-(2-oxo-1-(2-methylphenyl)cyclohexyl)acetamide methyl-2-amino-5-bromo-3-iodobenzoate